diethyl 2,3-dihydroxyterephthalate OC1=C(C(=O)OCC)C=CC(=C1O)C(=O)OCC